ClCC(=O)NCC=1NC2=C(C(=CC=C2C1C=1C=NN(C1)C1OCCCC1)Cl)Cl 2-chloro-N-[[6,7-dichloro-3-(1-tetrahydropyran-2-ylpyrazol-4-yl)-1H-indol-2-yl]methyl]acetamide